1-((6,8-dimethyl-2-oxo-1,2-dihydroquinolin-3-yl)methyl)-1-(2-hydroxyethyl)-3-(4-(trifluoromethoxy)phenyl)urea CC=1C=C2C=C(C(NC2=C(C1)C)=O)CN(C(=O)NC1=CC=C(C=C1)OC(F)(F)F)CCO